CN(S(=O)(=O)N1C=NC=C1)C N,N-dimethyl-imidazole-1-sulfonamide